(2-Fluoro-4-(2-methoxyacetyl)phenyl)carbamic acid tert-butyl ester C(C)(C)(C)OC(NC1=C(C=C(C=C1)C(COC)=O)F)=O